(1R,2R)-N-(7-chloro-6-(1-((3S,4S)-4-hydroxy-3-methyltetrahydrofuran-3-yl)piperidin-4-yl)isoquinolin-3-yl)-2-(pyridin-3-yl)cyclopropane-1-carboxamide ClC1=C(C=C2C=C(N=CC2=C1)NC(=O)[C@H]1[C@@H](C1)C=1C=NC=CC1)C1CCN(CC1)[C@]1(COC[C@H]1O)C